ClC1=C2C[C@@H]([C@H](C2=CC(=C1)Cl)OC1=C(C=CC=C1C)F)N(C)C 4-[[(1S,2S)-4,6-dichloro-2-(dimethyl-amino)-2,3-dihydro-1H-inden-1-yl]oxy]-3-fluoro-5-methylbenzene